4-{[4-(dimethylamino)phenyl]methyl}-N-{[4-(furan-2-yl)phenyl]methyl}-6-methyl-1-(2-methylpropanoyl)piperazine-2-carboxamide CN(C1=CC=C(C=C1)CN1CC(N(C(C1)C)C(C(C)C)=O)C(=O)NCC1=CC=C(C=C1)C=1OC=CC1)C